(5E,7Z)-dodeca-5,7-dienal C(CCC\C=C\C=C/CCCC)=O